N-(dihydroxyethyl)acrylamide tert-butyl-((2S,4R)-1-((R)-10-((2-oxo-4-phenylpyridin-1(2H)-yl)methyl)-7-azaspiro[4.5]decane-7-carbonyl)-2-phenylpiperidin-4-yl)carbamate C(C)(C)(C)N(C(O)=O)[C@H]1C[C@H](N(CC1)C(=O)N1CC2(CCCC2)[C@@H](CC1)CN1C(C=C(C=C1)C1=CC=CC=C1)=O)C1=CC=CC=C1.OC(CNC(C=C)=O)O